trans-4-[5-(4-[[4-(Pyrrolidin-3-yl)piperazin-1-yl]methyl]phenyl)-2-[(3,3,3-trifluoropropyl)amino]-7H-pyrrolo[2,3-d]pyrimidin-7-yl]cyclohexan-1-ol hydrochloride Cl.N1CC(CC1)N1CCN(CC1)CC1=CC=C(C=C1)C1=CN(C=2N=C(N=CC21)NCCC(F)(F)F)[C@@H]2CC[C@H](CC2)O